tert-butyl 7'-bromo-6'-fluoro-4'-oxospiro[azetidine-3,2'-chroman]-1-carboxylate BrC1=C(C=C2C(CC3(OC2=C1)CN(C3)C(=O)OC(C)(C)C)=O)F